ClC1=CC(=C(C=C1Cl)C(C1CCN(CC1)CCC(=O)N)NS(=O)C(C)(C)C)O 3-[4-[(4,5-dichloro-2-hydroxyphenyl)[(2-methylpropane-2-sulfinyl)amino]methyl]piperidin-1-yl]propanamide